(S)-(-)-tertiary butyl-sulfinamide C(C)(C)(C)[S@](=O)N